C1=CC(=CC=2OC3=CC=CC=C3SC12)C(=O)NCC(=O)N1[C@@H](C[C@H](C1)C1=CC=CC=C1)C(=O)OCC1=CC=CC=C1 Benzyl (2S,4S)-1-((phenoxathiine-3-carbonyl)glycyl)-4-phenylpyrrolidine-2-carboxylate